N=1C=C(N2C1C=CC=C2)CN(CC2=CN=C1N2C=CC=C1)CC=1C=C(C=CC1C)NC(C1=CC(=CC(=C1)C(F)(F)F)CN1CCN(CC1)C)=O N-(3-((bis(imidazo[1,2-a]pyridin-3-ylmethyl)amino)methyl)-4-methylphenyl)-3-((4-methylpiperazin-1-yl)methyl)-5-(trifluoromethyl)benzamide